3-oxo-7-vinyldecahydro-4,9a-propanocyclopenta[8]annulen-5-yl 2-((1-hydroxy-3-(methylsulfonamidomethyl)-1,3-dihydrobenzo[c][1,2]oxaborol-6-yl)oxy)acetate OB1OC(C2=C1C=C(C=C2)OCC(=O)OC2C1C3C(CCC(C2)C=C)(CCC3=O)CCC1)CNS(=O)(=O)C